1H-1,2,3-triazole-4-aldehyde N1N=NC(=C1)C=O